C(C)(C)(C)C=1C=C(C=C(C1O)C)C(C(C)O)(C1=CC(=C(C(=C1)C)O)C(C)(C)C)O bis(3-tert-butyl-4-hydroxy-5-methylphenyl)propylene glycol